N-(5-chloropyridin-3-yl)-4-methylpiperidine-4-carboximidamide ClC=1C=C(C=NC1)NC(=N)C1(CCNCC1)C